2-Cyclopropyl-8-methyl-6H-pyrido[2,3-d]pyridazin-5-one C1(CC1)C=1C=CC2=C(C(=NNC2=O)C)N1